OC1=CC=C2C3=C(C(NC2=C1)=O)C1=C(O3)C=CC(=C1)OC 3-hydroxy-8-methoxybenzofurano[3,2-C]quinolin-6(5H)-one